OC1=CC=C(C=C2C(N(C(S2)=NN=C2C(NC3=CC=C(C=C23)Cl)=O)C2=CC(=CC=C2)C(C)C)=O)C=C1 3-(2-(5-(4-hydroxybenzylidene)-3-(3-isopropylphenyl)-4-oxothiazolidin-2-ylidene)hydrazono)-5-chloroindol-2-one